bis(3-cyclohexyl-6-hydroxyphenyl)-3-hydroxyphenyl-methane C1(CCCCC1)C=1C=C(C(=CC1)O)C(C1=CC(=CC=C1)O)C1=CC(=CC=C1O)C1CCCCC1